FC1=CC=C(COCC2=CC=C(C=C2)F)C=C1 para-fluorobenzyl ether